1-[5-ethylsulfonyl-6-(7-iodo-4-oxo-chromen-3-yl)-3-pyridyl]cyclopropanecarbonitrile C(C)S(=O)(=O)C=1C=C(C=NC1C1=COC2=CC(=CC=C2C1=O)I)C1(CC1)C#N